4-{4-[1-(5-hydroxypentyl)-3-methyl-1H-pyrazol-5-yl]-1-methyl-1H-imidazol-2-yl}-1-methyl-1H-pyrazolo[4,3-c]pyridine-6-carboxamide OCCCCCN1N=C(C=C1C=1N=C(N(C1)C)C1=NC(=CC2=C1C=NN2C)C(=O)N)C